((S)-1-(((S)-1-hydroxy-3-((R)-2-oxopyrrolidin-3-yl)propan-2-yl)amino)-1-oxohexan-2-yl)carbamic acid (R)-2-(3-chlorophenyl)-2-methyl-1-phenylpropyl ester ClC=1C=C(C=CC1)C([C@@H](C1=CC=CC=C1)OC(N[C@H](C(=O)N[C@H](CO)C[C@@H]1C(NCC1)=O)CCCC)=O)(C)C